1-(5-(tert-butyl)thiazol-2-yl)-3-(4-((7-oxo-5,6,7,8-tetrahydro-1,8-naphthyridin-4-yl)oxy)naphthalen-1-yl)urea C(C)(C)(C)C1=CN=C(S1)NC(=O)NC1=CC=C(C2=CC=CC=C12)OC1=CC=NC=2NC(CCC12)=O